(3S,4S)-8-(9-bromo-7H-imidazo[1,2-c]pyrazolo[4,3-e]pyrimidin-5-yl)-3-methyl-2-oxa-8-azaspiro[4.5]decan-4-amine BrC1=NNC2=C1C=1N(C(=N2)N2CCC3([C@@H]([C@@H](OC3)C)N)CC2)C=CN1